C(CCCCCCCCCC(C)C)OCCCCCCCCCCC(C)C iso-tridecyl ether